cadmium chlorate Cl(=O)(=O)[O-].[Cd+2].Cl(=O)(=O)[O-]